2,4-diphenyl-6-(5''-phenyl-[1,1':3',1'':3'',1'''-quaterphenyl]-3-yl)-1,3,5-triazine C1(=CC=CC=C1)C1=NC(=NC(=N1)C1=CC=CC=C1)C=1C=C(C=CC1)C1=CC(=CC=C1)C1=CC(=CC(=C1)C1=CC=CC=C1)C1=CC=CC=C1